6-(DIMETHYLAMINO)-4-METHYLPYRIDINE-3-BORONIC ACID CN(C1=CC(=C(C=N1)B(O)O)C)C